1-(2-aminoethyl)-4-(2,5-dichloropyrimidin-4-yl)-1H-imidazole-2-carboxylic acid ethyl ester C(C)OC(=O)C=1N(C=C(N1)C1=NC(=NC=C1Cl)Cl)CCN